OCC1=CC=C(C=C1)C1=CC=C(C=C1)C(=O)OC(C)(C)C tert-butyl 4'-(hydroxymethyl)-[1,1'-biphenyl]-4-carboxylate